C=1(C=CN2C=CC=CC12)CC(C)NC(OC(C)(C)C)=O tert-butyl (1-(indolizin-1-yl)propan-2-yl)carbamate